C(#N)C=1C=C(C=CC1)N1N=C(C=C1C(=O)NC1=C(C=CC(=C1)C(C1=CC=CC=C1)NCC1CC1)F)C(F)(F)F 1-(3-cyanophenyl)-N-(5-((cyclopropylmethylamino)(phenyl)methyl)-2-fluorophenyl)-3-(trifluoromethyl)-1H-pyrazole-5-carboxamide